CC(C(O)O)CC 2-methylbutan-1-olol